benzyl ((S)-1-oxo-3-(((1s,4R)-4-phenylcyclohexyl)oxy)propan-2-yl)carbamate O=C[C@H](COC1CCC(CC1)C1=CC=CC=C1)NC(OCC1=CC=CC=C1)=O